N-(2-(2-((3-fluorobenzyl)amino)-5-oxo-5,7-dihydro-6H-pyrrolo[3,4-b]pyridin-6-yl)ethyl)acetamide FC=1C=C(CNC2=CC=C3C(=N2)CN(C3=O)CCNC(C)=O)C=CC1